C(C)(C)N1C(N(C(C12CCN(CC2)C(=O)OC(C)(C)C)=O)C=2C=NC(=CC2)C(F)(F)F)=O tert-butyl 1-isopropyl-2,4-dioxo-3-(6-(trifluoromethyl)pyridin-3-yl)-1,3,8-triazaspiro[4.5]decane-8-carboxylate